ClC=1C=CC2=C(N=C(O2)C2CC3(CC(C3)NC(=O)C3=CC(=NC=C3)OC(C)C)C2)C1 N-[6-(5-chloro-1,3-benzoxazol-2-yl)spiro[3.3]heptan-2-yl]-2-isopropoxy-pyridine-4-carboxamide